ClC1=NC=CC(=N1)C1=NN(C=C1)C 2-chloro-4-(1-methyl-1H-pyrazol-3-yl)pyrimidine